BrCCCCCCCCN(CCCCCC(=O)OCC(CCCC)CC)CCCCCC 2-Ethylhexyl 6-((8-bromooctyl)(hexyl)amino)hexanoate